4-(5-chloro-6-(1-(3-methyloxetan-3-yl)piperidin-4-yl)-1H-indazol-1-yl)-N-ethyl-1H-pyrazole-1-carboxamide ClC=1C=C2C=NN(C2=CC1C1CCN(CC1)C1(COC1)C)C=1C=NN(C1)C(=O)NCC